C(#N)C1(CCC2=CC=C(C=C12)C(=O)NCC(NC=1SC=C(N1)C1=CC(=CC=C1)C1=CC=NC=C1)=O)C 3-cyano-3-methyl-N-(2-oxo-2-((4-(3-(pyridin-4-yl)phenyl)thiazol-2-yl)amino)ethyl)-2,3-dihydro-1H-indene-5-carboxamide